NC=1N=C(C2=C(C=NN(C2=O)CC2=CC=C(C=C2)C2CCN(CC2)C)N1)N[C@H](C)CCC (R)-2-amino-6-(4-(1-methylpiperidin-4-yl)benzyl)-4-(pentan-2-ylamino)pyrimido[4,5-d]pyridazin-5(6H)-one